BrC=1C=C2C(=NC1)N(N=C2C=2C=NN(C2)CC)COCC[Si](C)(C)C 5-bromo-3-(1-ethyl-1H-pyrazol-4-yl)-1-((2-(trimethylsilyl)ethoxy)methyl)-1H-pyrazolo[3,4-b]pyridine